O=C1N(C(C2=CC=CC=C12)=O)[C@H](C(=O)O)CCC(=O)N[C@H](C(=O)OC)C(C)OC (S)-2-(1,3-dioxoisoindolin-2-yl)-5-(((S)-1-methoxy-3-methoxy-1-oxobutan-2-yl)amino)-5-oxopentanoic acid